N[C@H](C(=O)N1CC2=CC=CC=C2C1)C1CCC(CC1)N1CCCC1 (2S)-2-amino-1-(1,3-dihydroisoindol-2-yl)-2-[(1R,4S)-4-(pyrrolidin-1-yl)cyclohexyl]ethanone